(5-(2-bromo-4-fluorophenyl)-5-oxopentan-2-yl)carbamic acid t-butyl ester C(C)(C)(C)OC(NC(C)CCC(=O)C1=C(C=C(C=C1)F)Br)=O